{2-benzyl-2-azaspiro[3.3]heptan-6-yl}methyl (2R,6S)-4-(5-cyanopyrimidin-2-yl)-2,6-dimethylpiperazine-1-carboxylate C(#N)C=1C=NC(=NC1)N1C[C@H](N([C@H](C1)C)C(=O)OCC1CC2(CN(C2)CC2=CC=CC=C2)C1)C